7-(chloromethyl)-3-ethyl-1,5-naphthyridine-2(1H)-one ClCC1=CN=C2C=C(C(NC2=C1)=O)CC